Cl.Cl.FC1=C(N=CC2=C1N=C(N=C2)OCC21CCCN1CC(C2)F)C2=C(C=CC=C2)C(C)C 8-fluoro-2-((2-fluorotetrahydro-1H-pyrrolizin-7a(5H)-yl)methoxy)-7-(2-isopropylphenyl)pyrido[4,3-d]pyrimidine dihydrochloride